1-[2-hydroxyethyl]piperazine OCCN1CCNCC1